6-bromo-3-(2-chloro-5-fluorophenyl)-N-(6-methylbenzo[d]thiazol-2-yl)-1-carbonyl-isoindoline-4-carboxamide tert-butyl-8-bromo-3,4-dihydro-pyrazino-[1,2-a]indole-2(1H)-carboxylate C(C)(C)(C)OC(=O)N1CC=2N(C=3C=CC(=CC3C2)Br)CC1.BrC=1C=C(C=2C(NC(C2C1)=C=O)C1=C(C=CC(=C1)F)Cl)C(=O)NC=1SC2=C(N1)C=CC(=C2)C